BrC1=CC(=C(C=C1)CC(CC)N1CC2C(C2C1)CNC(OC(C)(C)C)=O)F tert-butyl ((exo-3-(1-(4-bromo-2-fluorophenyl)butan-2-yl)-3-azabicyclo[3.1.0]hexan-6-yl)methyl)carbamate